BrC1=CC=CC(=N1)OCC=1C(=CC(=NC1)N1N=NC2=C1CCCC2)Cl 1-(5-(((6-bromopyridin-2-yl)oxy)methyl)-4-chloropyridin-2-yl)-4,5,6,7-tetrahydro-1H-benzo[d][1,2,3]triazole